CN(C(C=C)=O)C=1C=C2C=CN(C2=CC1)C1=CC=C(C=C1)C(F)(F)F N-methyl-N-(1-(4-(trifluoromethyl)phenyl)-1H-indol-5-yl)acrylamide